C(C)(C)(C)C1=C(C2=C(N=CN=C2OC)S1)C1=CC(=C(C=C1)F)F 6-tert-Butyl-5-(3,4-difluorophenyl)-4-methoxythieno[2,3-d]pyrimidine